2-(pyrazin-2-yl)acetic acid N1=C(C=NC=C1)CC(=O)O